2-(4-Bromo-3-chlorophenyl)-4,6-diphenyl-1,3,5-triazine BrC1=C(C=C(C=C1)C1=NC(=NC(=N1)C1=CC=CC=C1)C1=CC=CC=C1)Cl